(2R,3S,4S,5R)-3-(3,4-difluoro-2-(2-methoxyethoxy)phenyl)-N-(2-(hydroxymethyl)pyridin-4-yl)-4,5-dimethyl-5-(trifluoromethyl)tetrahydrofuran-2-carboxamide FC=1C(=C(C=CC1F)[C@H]1[C@@H](O[C@]([C@H]1C)(C(F)(F)F)C)C(=O)NC1=CC(=NC=C1)CO)OCCOC